FC1=C(OCC2CN(C(O2)C(F)(F)F)C2=CC(=C(C#N)C=C2)C(F)(F)F)C=CC(=C1)[N+](=O)[O-] 4-(5-((2-Fluoro-4-nitrophenoxy)methyl)-2-(trifluoromethyl)oxazolidin-3-yl)-2-(trifluoromethyl)benzonitril